6-amino-N-(6-(2-chlorophenyl)-5-methylpyridin-2-yl)pyridine-2-sulfonamide NC1=CC=CC(=N1)S(=O)(=O)NC1=NC(=C(C=C1)C)C1=C(C=CC=C1)Cl